hexadecyl-boric acid C(CCCCCCCCCCCCCCC)OB(O)O